ClC=1C=C(C=NC1)C1=CN=C(S1)C(=O)NCC1=NC=CC(=C1)NS(=O)(=O)C1CC1 5-(5-chloropyridin-3-yl)-N-[(4-cyclopropanesulfonamidopyridin-2-yl)methyl]-1,3-thiazole-2-carboxamide